NC1=CC(=C(C(=C1C#N)F)N1[C@@H](COCC1)CO)Br (R)-6-amino-4-bromo-2-fluoro-3-(3-(hydroxymethyl)morpholino)benzonitrile